CN(C1=CC=CC=C1)CCOC(C(=C)C)=O N-methyl-N-(2-methacryloyloxyethyl)aniline